COC([C@H](CCCN1C(C2=CC=C(C=C2C1=O)N)=O)N)=O (S)-2-amino-5-(5-amino-1,3-dioxoisoindolin-2-yl)pentanoic acid methyl ester